C(C1=CC=CC=C1)OC(C)(OC=1C=C(C=C)C=CC1)C m-(1-benzyloxy-1-methylethoxy)styrene